5-bromo-3-(trifluoromethyl)-1-[[2-(trimethylsilyl)ethoxy]methyl]pyrazolo[3,4-b]pyridine BrC=1C=C2C(=NC1)N(N=C2C(F)(F)F)COCC[Si](C)(C)C